S(F)(F)(F)(F)(F)F sulphur(VI) hexafluoride